[Si](C)(C)(C(C)(C)C)CC(O)=O (tert-butyldimethylsilyl)oxo-ethanol